CC=1C=C2C(C(=O)OC2=O)=CC1 4-methylphthalic anhydride